FC(CN1[C@@H](C=2NC3=CC=CC=C3C2C[C@H]1C)C=1SC(=CN1)OC1CN(C1)CCCF)(C)C 2-((1S,3R)-2-(2-Fluoro-2-methylpropyl)-3-methyl-2,3,4,9-tetrahydro-1H-pyrido[3,4-b]indol-1-yl)-5-((1-(3-fluoropropyl)azetidin-3-yl)oxy)thiazole